5-benzyl-N-((2R,3S)-2,5-dimethyl-4-oxo-2,3,4,5-tetrahydropyrido[3,2-b][1,4]oxazepin-3-yl)isoxazole-3-carboxamide C(C1=CC=CC=C1)C1=CC(=NO1)C(=O)N[C@@H]1C(N(C2=C(O[C@@H]1C)C=CC=N2)C)=O